heptyl-triphenylphosphine C(CCCCCC)C1=C(C=CC=C1)P(C1=CC=CC=C1)C1=CC=CC=C1